methyl 1-(4-bromo-2-fluorophenyl)-5-cyclopropyl-1H-1,2,3-triazole-4-carboxylate BrC1=CC(=C(C=C1)N1N=NC(=C1C1CC1)C(=O)OC)F